Cl.Cl.Cl.FC1=CC=C(C=N1)N1CC2CCC(C1)N2 3-(6-fluoropyridin-3-yl)-3,8-diazabicyclo[3.2.1]octane 3HCl